N-phenyl-N'-(3-methacryloyloxy-2-hydroxypropyl)-N'-phenyl-p-phenylenediamine C1(=CC=CC=C1)NC1=CC=C(C=C1)N(C1=CC=CC=C1)CC(COC(C(=C)C)=O)O